O=C1C(=NN(C2=CC=CC=C12)C1=CC=C(C=C1)OC(F)(F)F)C([O-])=S 4-oxo-1-[4-(trifluoromethoxy)phenyl]cinnoline-3-carbothioate